CC1=CC=C(C=N1)C(=O)NCC#C (6-methyl-3-pyridinyl)(2-propynylamino)formaldehyde